[Rh](O)(O)O rhodium hydroxide